OC1=C(C(N(C=C1C)C)=O)NC(N[C@@H](CC(=O)OCC)C=1C=C(C=CC1)C1=CC=C(C=C1)OC)=O ethyl (S)-3-(3-(4-hydroxy-1,5-dimethyl-2-oxo-1,2-dihydropyridin-3-yl)ureido)-3-(4'-methoxy biphenyl-3-yl)propanoate